FC1=CC=C(C=C1)N1C([C@@H]2[C@H](C1=O)C=N[C@]2(P(OCC)(=O)OCC)C2=CC=CC=C2)=O |r| Diethyl (1RS,3aSR,6aSR)-5-(4-fluorophenyl)-4,6-dioxo-1-phenyl-1,3a,4,5,6,6a-hexahydropyrrolo[3,4-c]pyrrole-1-phosphonate